N1=C(C=NC=C1)[C@@H]1CC[C@H]2OC3(C(N21)=O)CC(C3)OCC3=NC=CC=C3 (5'S,7a'R)-5'-(pyrazin-2-yl)-3-[(pyridin-2-yl)methoxy]tetrahydro-3'H-spiro[cyclobutane-1,2'-pyrrolo[2,1-b][1,3]oxazol]-3'-one